N-p-Coumaroyl-agmatine C(\C=C\C1=CC=C(C=C1)O)(=O)NC(NCCCCN)=N